ClC1=C(CN2C(C=3N(CC2)C2=C(C3)CC(C2)(C)C)=O)C=CC(=C1)B1OC(C(O1)(C)C)(C)C 2-(2-chloro-4-(4,4,5,5-tetramethyl-1,3,2-dioxaborolan-2-yl)benzyl)-7,7-dimethyl-3,4,7,8-tetrahydro-2H-cyclopenta[4,5]Pyrrolo[1,2-a]Pyrazine-1(6H)-one